(E)-5-bromo-2-fluoro-4-isopropoxy-benzaldoxime BrC=1C(=CC(=C(\C=N\O)C1)F)OC(C)C